COC1=C(C=C(C(=C1)NC1=NNC2=CC(=CC=C12)[C@@H]1C[C@@]12C(NC1=CC=C(C=C21)OC)=O)OC)S(=O)(=O)N 2,5-Dimethoxy-4-((6-((1R,2S)-5'-methoxy-2'-oxospiro[cyclopropane-1,3'-indolin]-2-yl)-1H-indazol-3-yl)amino)benzenesulfonamide